Methyl (2S)-2-(tert-butoxycarbonylamino)-2-[(1S)-3-methylenecyclohexyl]acetate C(C)(C)(C)OC(=O)N[C@H](C(=O)OC)[C@@H]1CC(CCC1)=C